NC1=C2C(=NC=N1)N(N=C2C)C(C)C2=C(C(=C(C#N)C(=C2)Cl)Br)OCC 4-[1-(4-amino-3-methyl-1H-pyrazolo[3,4-d]pyrimidin-1-yl)ethyl]-2-bromo-6-chloro-3-ethoxybenzonitrile